N1C=CC2=C(C=CC=C12)C1=NC(=CC(=N1)NCCCCN)N1CCOCC1 N-[2-(1H-indol-4-yl)-6-(morpholin-4-yl)pyrimidin-4-yl]Butane-1,4-diamine